COC(=O)[C@H]1N(C[C@H](C1)C1CCCCC1)C(CNC(C1=CC=C(C=C1)OC1=CC=CC=C1)=O)=O (2S,4R)-4-cyclohexyl-1-((4-phenoxybenzoyl)glycyl)pyrrolidine-2-carboxylic acid methyl ester